7-(piperidin-4-yl)-5-(1,2,3,4-tetrahydronaphthalen-1-yl)pyrido[2,3-b]pyrazin-6(5H)-one N1CCC(CC1)C1=CC=2C(=NC=CN2)N(C1=O)C1CCCC2=CC=CC=C12